ClC1=C(C=CC=C1)N1C=2N(C3=C(C1=O)C=NC(=N3)NC3=CC=C(C=C3)N3N=CC=C3)C=CN2 6-(2-chlorophenyl)-2-{[4-(1H-pyrazol-1-yl)phenyl]amino}imidazo[1,2-a]pyrimido[5,4-e]pyrimidin-5(6H)-one